1-[[2-(cyclopropylmethoxy)pyridin-4-yl]methyl]-3-[(1r,3r)-3-(trifluoromethyl)cyclobutyl]urea C1(CC1)COC1=NC=CC(=C1)CNC(=O)NC1CC(C1)C(F)(F)F